COC1=C(C(=C(C=C1Cl)N)N)Cl 4-methoxy-3,5-dichloro-o-phenylenediamine